Tert-butyl N-[(3R)-1-(4-bromophenyl)pyrrolidin-3-yl]-N-methyl-carbamate BrC1=CC=C(C=C1)N1C[C@@H](CC1)N(C(OC(C)(C)C)=O)C